cis-Methyl 3-((3-oxo-3-(phenylamino)propyl)amino)cyclobutanecarboxylate O=C(CCN[C@H]1C[C@H](C1)C(=O)OC)NC1=CC=CC=C1